FC=1C=C(C=CC1)C1=CC(=CC=C1)C1CC(CC2=CC=CC=C12)N(C)C 4-(3'-fluoro-[1,1'-biphenyl]-3-yl)-N,N-dimethyl-1,2,3,4-tetrahydronaphthalen-2-amine